COC1=C(C=CC=C1)CNC(=O)N1CC2C(C1)CC(C2)C2=CC=CC=C2 N-[(2-methoxyphenyl)methyl]-5-phenyl-octahydrocyclopenta[c]pyrrole-2-carboxamide